N,N-dibutylethylamine C(CCC)N(CCCC)CC